(R)-3-(4-amino-3-(7-(3-chlorobenzamido)benzo[d][1,3]dioxol-4-yl)-1H-pyrazolo[3,4-d]pyrimidin-1-yl)piperidine-1-carboxylic acid tert-butyl ester C(C)(C)(C)OC(=O)N1C[C@@H](CCC1)N1N=C(C=2C1=NC=NC2N)C2=CC=C(C=1OCOC12)NC(C1=CC(=CC=C1)Cl)=O